FC=1C(=C2C(=NC(=NN2C1)N[C@@H]1CC[C@@H](CC1)OC)OC)C=1C=CC=2N(C1)C(=CN2)C(=O)NC 6-(6-fluoro-4-methoxy-2-((cis-4-methoxycyclohexyl)amino)pyrrolo[2,1-f][1,2,4]triazin-5-yl)-N-methylimidazo[1,2-a]pyridine-3-carboxamide